1-(1-(4-Bromo-3-chlorophenyl)-2,5-dimethyl-1H-pyrrol-3-yl)-2-(piperidin-1-yl)ethanone BrC1=C(C=C(C=C1)N1C(=C(C=C1C)C(CN1CCCCC1)=O)C)Cl